BrC(C(=O)OC)C1=C2[C@H](CCOC2=CC=C1)C methyl 2-bromo-2-((S)-4-methylchroman-5-yl)acetate